4-((2,5-diazabicyclo[2.2.2]octan-2-yl)methyl)-2-(2,6-dioxopiperidin-3-yl)isoindoline-1,3-dione C12N(CC(NC1)CC2)CC2=C1C(N(C(C1=CC=C2)=O)C2C(NC(CC2)=O)=O)=O